ClC1=C(C(=C(C=C1)NC=1N(C2=NC(=NC=C2N1)NC1CCOCC1)C1CCC(CC1)C(=O)N)F)C (1s,4s)-4-(8-(4-chloro-2-fluoro-3-methylphenylamino)-2-(tetrahydro-2H-pyran-4-ylamino)-9H-purin-9-yl)cyclohexanecarboxamide